C(C)C=1N(C=C([NH+]1)C)C 2-ethyl-1,4-dimethylimidazolium